C1(CC1)[C@@H](C(C)(C)O)N1C(C2=C(C(=CC=C2C1)F)C1=C(C=CC=C1)OCC(F)(F)F)=O 2-((S)-1-cyclopropyl-2-hydroxy-2-methylpropyl)-6-fluoro-7-(2-(2,2,2-trifluoroethoxy)phenyl)isoindolin-1-one